The molecule is a member of the class of piperazines that is piperazine in which the hydrogens attached to nitrogen are replaced by a (4-chlorophenyl)(phenyl)methyl and a 2-(carboxymethoxy)ethyl group respectively. It has a role as an anti-allergic agent, a H1-receptor antagonist, an environmental contaminant and a xenobiotic. It is a monocarboxylic acid, a member of piperazines, a member of monochlorobenzenes and an ether. C1CN(CCN1CCOCC(=O)O)C(C2=CC=CC=C2)C3=CC=C(C=C3)Cl